O=C1N(CCC(N1)=O)C1=NN(C2=CC(=CC=C12)N1CCC(CC1)CC(=O)O)C 2-[1-[3-(2,4-dioxohexahydropyrimidin-1-yl)-1-methyl-indazol-6-yl]-4-piperidyl]acetic acid